N1(C=NC=C1)C=1C=C2C(=C(N1)C(=O)NC1CCC(CC1)OCCC(F)(F)F)NN=C2 5-(1H-imidazol-1-yl)-N-((1r,4r)-4-(3,3,3-trifluoropropoxy)cyclohexyl)-1H-pyrazolo[3,4-c]pyridine-7-carboxamide